N(N)C(CCC1=C(C(=O)NC(C)C2=CC(=CC3=CC=CC=C23)C=2C=NN(C2)C)C=CC=C1)=O 2-(3-hydrazineyl-3-oxopropyl)-N-(1-(3-(1-methyl-1H-pyrazol-4-yl)naphthalen-1-yl)ethyl)benzamide